C12(CC3CC(CC(C1)C3)C2)CCCCCCCCCCC(=O)O 11-((1r,3s)-adamantan-1-yl)undecanoic acid